(S)-N-(4-fluoro-3-methylphenyl)-N-methyl-2-(6-methyl-4-(trifluoromethyl)pyridin-2-yl)isothiazolidine-3-carboxamide 1,1-dioxide FC1=C(C=C(C=C1)N(C(=O)[C@H]1N(S(CC1)(=O)=O)C1=NC(=CC(=C1)C(F)(F)F)C)C)C